tert-butyl N-[[6-[3-chloro-2-[2-chloro-3-[(6-formyl-3-methoxy-2-pyridyl)amino]phenyl]-4-pyridyl]-2-methoxy-3-pyridyl]methyl]-N-[[(2S)-5-oxopyrrolidin-2-yl]methyl]carbamate ClC=1C(=NC=CC1C1=CC=C(C(=N1)OC)CN(C(OC(C)(C)C)=O)C[C@H]1NC(CC1)=O)C1=C(C(=CC=C1)NC1=NC(=CC=C1OC)C=O)Cl